C(C)(C)(C)C=1C=C(CCC(=O)[O-])C=C(C1O)C 3-t-butyl-4-hydroxy-5-methylhydrocinnamat